(S)-1-(10-chloro-2,3,4,4a,5,6-hexahydro-1H-benzo[b]pyrazino[1,2-d][1,4]oxazepine-9-yl)dihydropyrimidine-2,4(1H,3H)-dione ClC1=CC2=C(OCC[C@@H]3N2CCNC3)C=C1N1C(NC(CC1)=O)=O